6-[3-(Difluoromethyl)-4-fluoro-phenyl]-1-[(5-methyl-3-pyridyl)methyl]pyrazolo[4,3-b]pyridine FC(C=1C=C(C=CC1F)C=1C=C2C(=NC1)C=NN2CC=2C=NC=C(C2)C)F